(2R)-2-methyl-5-(2-methylbenzo[d]thiazol-5-yl)morpholine C[C@@H]1CNC(CO1)C=1C=CC2=C(N=C(S2)C)C1